4-(6-amino-3-chloro-2-fluorophenyl)-2-benzyl-5-chloropyridazin-3(2H)-one NC1=CC=C(C(=C1C=1C(N(N=CC1Cl)CC1=CC=CC=C1)=O)F)Cl